C(C)(=O)OC[C@H]1OC([C@@H]([C@H](C1)OC(C)=O)OC(C)=O)OC(C)=O [(2S,4S,5R)-4,5,6-triacetoxytetrahydropyran-2-yl]methyl acetate